OC1C(OCC1(C)C)=O dihydro-3-hydroxy-4,4-dimethyl-2-furanone